trans-4-(6,6-Dimethyl-4-oxo-6,7-dihydro-4H-pyrano[3,4-d]imidazol-3-yl)-cyclohexanecarbonitrile CC1(CC2=C(N(C=N2)[C@@H]2CC[C@H](CC2)C#N)C(O1)=O)C